tert-butyl (3R)-3-(((4-(4-((benzyloxy)carbonyl)-3-(cyanomethyl)piperazin-1-yl)-7-(naphthalen-1-yl)-5,6,7,8-tetrahydropyrido[3,4-d]pyrimidin-2-yl)oxy)methyl)morpholine-4-carboxylate C(C1=CC=CC=C1)OC(=O)N1C(CN(CC1)C=1C2=C(N=C(N1)OC[C@@H]1N(CCOC1)C(=O)OC(C)(C)C)CN(CC2)C2=CC=CC1=CC=CC=C21)CC#N